NN(C(=N)N)CC(=O)O 2-(1-aminoguanidino)-acetic acid